tert-Butyl (3S)-3-((4-(2-(4-(cyclohexylmethylsulfonylamino)-2,3-difluoro-phenoxy)-3-pyridyl)pyrimidin-2-yl)amino)piperidine-1-carboxylate C1(CCCCC1)CS(=O)(=O)NC1=C(C(=C(OC2=NC=CC=C2C2=NC(=NC=C2)N[C@@H]2CN(CCC2)C(=O)OC(C)(C)C)C=C1)F)F